(4-aminophenyl)-L-cysteine NC1=CC=C(C=C1)N[C@@H](CS)C(=O)O